tert-butyl N-[(1S)-1-{[(2S)-1-[(2S)-4-amino-2-[(2,6-difluorophenyl)carbamoyl]pyrrolidin-1-yl]-3,3-dimethyl-1-oxobutan-2-yl]carbamoyl}ethyl]-N-methylcarbamate NC1C[C@H](N(C1)C([C@H](C(C)(C)C)NC(=O)[C@H](C)N(C(OC(C)(C)C)=O)C)=O)C(NC1=C(C=CC=C1F)F)=O